C(C)(C)(C)C1=CC(=C(C=C1)C1=NC2=CC=NC(=C2C(=C1)O)Cl)C 2-(4-tert-butyl-2-methyl-phenyl)-5-chloro-1,6-naphthyridin-4-ol